4,4'-thiobis(3-ethyl-6-tert-butylphenol) S(C1=C(C=C(C(=C1)C(C)(C)C)O)CC)C1=C(C=C(C(=C1)C(C)(C)C)O)CC